C(C)C1=C(C=CC=C1)N=CCC1=CC=CC(=N1)C(C)=O 6-(2-Ethylphenylimino)ethyl-2-acetylpyridin